BrC1=NN(C2=C1N=CNC2=O)CC 3-bromo-1-ethyl-1,6-dihydro-7H-pyrazolo[4,3-d]Pyrimidine-7-one